C1(CCC1)N(C(C(=O)OCC(F)(F)F)=O)CC1=CC=C(C=C1)C(F)(F)F 2,2,2-Trifluoroethyl 2-[cyclobutyl-[[4-(trifluoromethyl)phenyl]methyl]amino]-2-oxo-acetate